1-ethyl-3-methylimidazole dihydrogen phosphate salt P(=O)(O)(O)O.C(C)N1CN(C=C1)C